4-(dihydroxyboranyl)benzoic acid OB(C1=CC=C(C(=O)O)C=C1)O